C1(CC1)C=1C(=NC(=NC1C=1C=NN(C1)C)N(C)C1=C(C=C(C=C1F)S(=O)(=O)C)F)NC1=NNC(=C1)C 5-cyclopropyl-N2-(2,6-difluoro-4-(methylsulfonyl)phenyl)-N2-methyl-N4-(5-methyl-1H-pyrazol-3-yl)-6-(1-methyl-1H-pyrazol-4-yl)pyrimidine-2,4-diamine